C(CCCCCCCCCCCCCCCCC)(=O)N[C@@H](CO)[C@H](O)\C(=C\CCCCCCCCCCCCC)\O N-stearoyl-4-hydroxysphingosine